(S)-N-(4-amino-6-methylene-5-(quinolin-3-yl)-7,8-dihydro-6H-pyrimido[5,4-b]pyrazin-7-yl)acrylamide NC1=NC=NC2=C1N(C([C@@H](N2)NC(C=C)=O)=C)C=2C=NC1=CC=CC=C1C2